N-(4-fluoro-3-methylphenyl)-1,2,4-trimethyl-5-(2-((1-(oxetan-3-yl)piperidin-4-yl)amino)-2-oxoacetyl)-1H-pyrrole-3-carboxamide FC1=C(C=C(C=C1)NC(=O)C1=C(N(C(=C1C)C(C(=O)NC1CCN(CC1)C1COC1)=O)C)C)C